C(C)(C)(C)OC(=O)N1CCC(=CC1)C1=CC(=C(C=C1)C(=O)OC)F 4-(3-fluoro-4-(methoxycarbonyl)phenyl)-3,6-dihydropyridine-1(2H)-carboxylic acid tert-butyl ester